Tert-Butyl 3-((cis)-2-(trifluoromethyl)cyclopropoxy)-1H-pyrazole-1-Carboxylate FC([C@@H]1[C@@H](C1)OC1=NN(C=C1)C(=O)OC(C)(C)C)(F)F